OC1=C(C(N(C=C1C)C)=O)NC(NC(CC(=O)O)C1=CC(=CC=C1)C=1C=NC=NC1)=O 3-(3-(4-hydroxy-1,5-dimethyl-2-oxo-1,2-dihydropyridin-3-yl)ureido)-3-(3-(pyrimidin-5-yl)phenyl)propanoic acid